1-(6-((4-((6-chloroquinolin-3-yl)amino)pyrimidin-2-yl)amino)indolin-1-yl)-2-(dimethylamino)ethan-1-one ClC=1C=C2C=C(C=NC2=CC1)NC1=NC(=NC=C1)NC1=CC=C2CCN(C2=C1)C(CN(C)C)=O